(2s)-2-[9H-fluoren-9-ylmethoxycarbonyl(methyl)amino]-4-(1-methyl-1-phenyl-ethoxy)-4-oxo-butanoic acid C1=CC=CC=2C3=CC=CC=C3C(C12)COC(=O)N([C@H](C(=O)O)CC(=O)OC(C)(C1=CC=CC=C1)C)C